5-chloro-4-(5-bromo-2,2-dimethyl-2H-chromen-8-yl)thiophen-2-amine ClC1=C(C=C(S1)N)C=1C=CC(=C2C=CC(OC12)(C)C)Br